Tert-Butyl 2-(5-Bromopyrimidin-2-yl)-5-Oxa-2,8-Diazaspiro[3.5]Nonane-8-Carboxylate BrC=1C=NC(=NC1)N1CC2(C1)OCCN(C2)C(=O)OC(C)(C)C